Cl.COC(=O)[C@@H]1NC[C@H](C1)NC1=CC(=NC=C1)OCC (2R,4S)-4-((2-ethoxypyridin-4-yl)amino)pyrrolidine-2-carboxylic acid methyl ester hydrochloride